N-(5-((4-(4-((6-chloropyridin-2-yl)oxy)butoxy)pyridin-2-yl)ethynyl)-8-(methylamino)-2,7-naphthyridin-3-yl)cyclopropanecarboxamide ClC1=CC=CC(=N1)OCCCCOC1=CC(=NC=C1)C#CC1=C2C=C(N=CC2=C(N=C1)NC)NC(=O)C1CC1